2'-bromo-6'-methyl-1'-phenyl-3'-(phenylsulfonyl)-3',6'-dihydro-7'H-spiro[cyclohexane-1,8'-dipyrrolo[2,3-b:3',2'-d]pyridin]-7'-one BrC1=C(C=2C(=NC=C3C2C2(C(N3C)=O)CCCCC2)N1S(=O)(=O)C1=CC=CC=C1)C1=CC=CC=C1